(3-((1R,3S)-3-(Dimethylamino)cyclohexyl)-1,2,3-oxadiazol-3-ium-5-yl)((2-(trifluoromethyl)-pyridin-4-yl)carbamoyl)amide CN([C@@H]1C[C@@H](CCC1)[N+]1=NOC(=C1)[N-]C(NC1=CC(=NC=C1)C(F)(F)F)=O)C